(E)-N-benzyl-(4-bromo)-3-phenoxycinnamamide C(C1=CC=CC=C1)NC(\C=C\C1=CC(=C(C=C1)Br)OC1=CC=CC=C1)=O